N-[7-methoxy-4-(oxan-4-yl)-1H-1,3-benzodiazol-2-yl]-4-[(2-oxopyrrolidin-1-yl)methyl]benzamide COC1=CC=C(C2=C1NC(=N2)NC(C2=CC=C(C=C2)CN2C(CCC2)=O)=O)C2CCOCC2